CC(CCC(=O)ON1C(CCC1=O)=O)(C)SSC1=NC=CC=C1 2,5-dioxopyrrolidin-1-yl 4-methyl-4-(pyridine-2-yldisulfanyl)pentanoate